C(#N)C1=CC=C(C=C1)C=1N=C(SC1)N1N=C(C=C1O)C [4-(4-cyanophenyl)thiazol-2-yl]-3-methyl-1H-pyrazol-5-ol